O=C1NC(CCC1N1C(C2=CC=CC(=C2C1=O)NC(COCCOCCC1=C(C=CC(=C1)C)S(=O)(=O)O)=O)=O)=O 2-(2-(2-((2-(2,6-dioxopiperidin-3-yl)-1,3-dioxoisoindol-4-yl)amino)-2-oxoethoxy)ethoxy)ethyl-4-methylbenzenesulfonic acid